CC=1C=C2C(N(C=NC2=CC1)C=1C=C(C#N)C=CC1)=O 3-(6-methyl-4-oxoquinazolin-3(4H)-yl)benzonitrile